O1C(=CC=C1)C=1C=C2CC(N3C(C2=CC1C(=O)OC)=CC(C(=C3)C(=O)O)=O)C(C)C 9-(furan-2-yl)-6-isopropyl-10-(methoxycarbonyl)-2-oxo-6,7-dihydro-2H-pyrido[2,1-a]isoquinoline-3-carboxylic acid